4-((4-(methylsulfonyl)phenoxy)methyl)pyrrolidine CS(=O)(=O)C1=CC=C(OCC2CCNC2)C=C1